CN1C=NC(=C1)C(=O)OCC ethyl 1-methylimidazole-4-carboxylate